C1(=CC=C(C=C1)C=1C=C(C=C(C1C#N)C1=CC=CC=C1)C1=CC=CC2=C1OC1=C2C=CC=C1C#N)C1=CC=CC=C1 4-(5-{[1,1'-biphenyl]-4-yl}-6-cyano-[1,1'-biphenyl]-3-yl)-dibenzofuran-6-carbonitrile